FC1=CC(=CC2=C1CN([C@H](CO2)C)C(=O)C2(COC2)C)C(=O)OC(C)C isopropyl (3S)-6-fluoro-3-methyl-4-[(3-methyloxetan-3-yl)carbonyl]-3,5-dihydro-2H-1,4-benzoxazepine-8-carboxylate